C(=O)(O)CCC=CC(=O)SCCNC(CCNC([C@@H](C(COP(OP(OC[C@@H]1[C@H]([C@H]([C@@H](O1)N1C=NC=2C(N)=NC=NC12)O)OP(=O)(O)O)(=O)O)(=O)O)(C)C)O)=O)=O 5-carboxyl-2-pentenoyl-coenzyme A